C(#N)C=1C2=C(SC1NC(=O)C1CC(C1)C(=O)O)CCCC2 (1r,3r)-3-((3-cyano-4,5,6,7-tetrahydrobenzo[b]thiophen-2-yl)carbamoyl)cyclobutane-1-carboxylic acid